N1(C(CCC1)(C1NCCC1)CCC(=O)O)CCC(=O)O 2,2-bipyrrolidinebispropanoic acid